C12COCC(CC1)N2NC2=C1C=CNC1=NC=C2C(=O)N 4-((3-oxa-8-azabicyclo[3.2.1]oct-8-yl)amino)-1H-7-azaindole-5-carboxamide